(R)-3-((1-((3-(Benzyloxy)-1-(1-(methylsulfonyl)spiro[indolin-3,4'-piperidin]-1'-yl)-1-oxopropan-2-yl)amino)-2-methyl-1-oxopropan-2-yl)carbamoyl)-1-methylpyridine C(C1=CC=CC=C1)OC[C@H](C(=O)N1CCC2(CC1)CN(C1=CC=CC=C12)S(=O)(=O)C)NC(C(C)(C)NC(=O)C=1CN(C=CC1)C)=O